(4-((7H-pyrrolo[2,3-d]pyrimidin-4-yl)amino)phenyl)(4-fluorophenyl)methanone N1=CN=C(C2=C1NC=C2)NC2=CC=C(C=C2)C(=O)C2=CC=C(C=C2)F